COC=1N=C2C(=NC(=NC2=NC1)C1=C(C=CC=C1)C(F)(F)F)O 6-methoxy-2-[2-(trifluoromethyl)phenyl]pteridin-4-ol